1-((3S,4S)-1'-(azetidin-3-yl)-3-fluoro-[1,4'-bipiperidin]-4-yl)-3-(4-phenoxy-phenyl)-1H-pyrazolo[3,4-d]pyrimidin-4-amine N1CC(C1)N1CCC(CC1)N1C[C@@H]([C@H](CC1)N1N=C(C=2C1=NC=NC2N)C2=CC=C(C=C2)OC2=CC=CC=C2)F